5-benzyl-N-(4-(2-methoxy-6-methylphenyl)pyridine-2-yl)-4H-1,2,4-triazole-3-formamide C(C1=CC=CC=C1)C=1NC(=NN1)C(=O)NC1=NC=CC(=C1)C1=C(C=CC=C1C)OC